6-(dimethylamino)-2-(pyridin-2-ylmethyl)-1H-benzo[f]isoindole-1,3(2H)-dione CN(C1=CC=2C(=CC=3C(N(C(C3C2)=O)CC2=NC=CC=C2)=O)C=C1)C